3-O-[3-hydroxymyristoyl]N-acetylglucosamine OC(CC(=O)O[C@@H]1[C@H](C(O)O[C@@H]([C@H]1O)CO)NC(C)=O)CCCCCCCCCCC